(1R)-1-[2-[[6-(2-aminoethyl)-7,8-dihydro-5H-1,6-naphthyridin-2-yl]amino]-8-piperidin-1-ylpyrido[3,4-d]pyrimidin-6-yl]ethanol NCCN1CC=2C=CC(=NC2CC1)NC=1N=CC2=C(N1)C(=NC(=C2)[C@@H](C)O)N2CCCCC2